7-methyl-6-[(2Z)-pent-2-en-1-yl]-1,4-dioxaspiro[4.4]non-6-ene-2-carbaldehyde CC1=C(C2(OCC(O2)C=O)CC1)C\C=C/CC